(2R,3R)-N-(2-Amino-3-fluoro-4-((4-(trifluoromethyl)benzyl)amino)phenyl)-2,3-difluoroheptanamid NC1=C(C=CC(=C1F)NCC1=CC=C(C=C1)C(F)(F)F)NC([C@H]([C@@H](CCCC)F)F)=O